CC1(CC[C@@H](CN1)NC1=NC=C(C(=N1)C1=CNC=2C(N([C@@H](CCC21)C)C)=O)C(F)(F)F)C (6R)-3-(2-{[(3S)-6,6-dimethylpiperidin-3-yl]amino}-5-(trifluoromethyl)pyrimidin-4-yl)-6,7-dimethyl-1H,4H,5H,6H,7H,8H-pyrrolo[2,3-c]azepin-8-one